CN(C=1C=C(CN(C2=CC(=CC=C2)CN2CCN(CC2)C)CC2=CC(=CC=C2)OC)C=CC1)C N-(3-(dimethylamino)benzyl)-N-(3-methoxybenzyl)-3-((4-methylpiperazin-1-yl)methyl)aniline